[N-(2-maleimidoethyl)carbamoyl]methyl ether C1(C=CC(N1CCNC(=O)OC)=O)=O